Imidazol-2(3H)-iminium N1C(NC=C1)=[NH2+]